3-((3H-imidazo[4,5-c]pyridin-3-yl)methyl)-3-methylcyclohexane-1-one N1=CN(C=2C=NC=CC21)CC2(CC(CCC2)=O)C